C1(OC=CC2=CC=CC=C12)=O isochromen-1-one